C(C)N(CC)C1C(C)O1 N,N-diethylamino-1,2-epoxypropane